N-(4-((2,3-Dihydro-1H-inden-5-yl)amino)-2-(naphthalen-1-yl)quinazolin-6-yl)-4-(trifluoromethyl)benzamide C1CCC2=CC(=CC=C12)NC1=NC(=NC2=CC=C(C=C12)NC(C1=CC=C(C=C1)C(F)(F)F)=O)C1=CC=CC2=CC=CC=C12